C(C#C)C1=NC=CN1 prop-2-ynyl-3H-imidazole